(3S)-1-[2-(4-bromo-2-methyl-pyrazol-3-yl)oxyethyl]-3-[tert-butyl(dimethyl)silyl]oxy-pyrrolidin-2-one BrC1=C(N(N=C1)C)OCCN1C([C@H](CC1)O[Si](C)(C)C(C)(C)C)=O